N1(CCNCC1)C1=CC=C(C=N1)S(=O)(=O)NC1=C(N=CS1)C(=O)O 5-[6-(piperazin-1-yl)pyridin-3-ylsulfonylamino]-1,3-thiazole-4-carboxylic acid